boron di(succinic acid) C(CCC(=O)O)(=O)O.C(CCC(=O)O)(=O)O.[B]